CC1=C(C=2N(C=C1C=1NC3=CC=C(C=C3C1C(C)C)C1CCN(CC1)C(CN1CC(OC(C1)C)C)=O)N=CN2)C 1-(4-(2-(7,8-dimethyl-[1,2,4]triazolo[1,5-a]pyridin-6-yl)-3-isopropyl-1H-indol-5-yl)piperidin-1-yl)-2-(2,6-dimethylmorpholino)ethan-1-one